FC1=C(C=C2C=CC(=NC2=C1)C)C1=CN=C(O1)[C@H](CCCCCC(CC)=O)NC(=O)[C@H]1CC12CCN(CC2)C (S)-N-((S)-1-(5-(7-fluoro-2-methylquinolin-6-yl)oxazol-2-yl)-7-oxononyl)-6-methyl-6-azaspiro[2.5]octane-1-carboxamide